2-(tetrahydro-2H-pyran-4-yl)-N-(2,2,2-trifluoroethyl)-6-(6-(trifluoromethyl)picolinamido)imidazo[1,2-a]pyridine-7-carboxamide O1CCC(CC1)C=1N=C2N(C=C(C(=C2)C(=O)NCC(F)(F)F)NC(C2=NC(=CC=C2)C(F)(F)F)=O)C1